tert-butyl (6-methoxy-5-(2-oxo-2-(pyrrolidin-1-yl)ethyl)pyridin-3-yl)carbamate COC1=C(C=C(C=N1)NC(OC(C)(C)C)=O)CC(N1CCCC1)=O